[1-[[4-[1-(2,6-dichlorophenyl)azetidin-3-yl]phenyl]methyl]-4-methyl-4-piperidyl] acetate C(C)(=O)OC1(CCN(CC1)CC1=CC=C(C=C1)C1CN(C1)C1=C(C=CC=C1Cl)Cl)C